6-[(3S)-3-(cyanomethyl)-4-prop-2-enoyl-piperazin-1-yl]-2-[[(2S)-1-methylpyrrolidin-2-yl]methoxy]-N-(1-naphthyl)pyrimidine-4-carboxamide C(#N)C[C@H]1CN(CCN1C(C=C)=O)C1=CC(=NC(=N1)OC[C@H]1N(CCC1)C)C(=O)NC1=CC=CC2=CC=CC=C12